N1N=CC(=C1)C1=CC=C(C=C1)NC1=NC(=NC=C1)C1=CC=C2C=C(N(C2=C1)C)C(=O)N1CC(C1)C(F)(F)F (6-(4-((4-(1H-pyrazol-4-yl)phenyl)amino)pyrimidin-2-yl)-1-methyl-1H-indol-2-yl)(3-(trifluoromethyl)azetidin-1-yl)methanone